2,3-dimethyl-aniline CC1=C(N)C=CC=C1C